ethyl (1-(1-(bicyclo[3.3.1]nonan-9-yl)piperidin-4-yl)-2-oxoindolin-3-yl)carbamate C12CCCC(CCC1)C2N2CCC(CC2)N2C(C(C1=CC=CC=C21)NC(OCC)=O)=O